tert-Butyl 5-methoxy-4-((4-methoxy-2-(4-(methoxycarbonyl)-3-(methylamino)phenyl)piperidin-1-yl) methyl)-7-methylindole-1-carboxylate COC=1C(=C2C=CN(C2=C(C1)C)C(=O)OC(C)(C)C)CN1C(CC(CC1)OC)C1=CC(=C(C=C1)C(=O)OC)NC